3-[(7-phenyl-6,7-dihydro-5H-pyrrolo[1,2-b][1,2,4]triazol-2-yl)thio]propanoic acid 2-ethylhexyl ester C(C)C(COC(CCSC=1N=C2N(N1)CCC2C2=CC=CC=C2)=O)CCCC